FC1=C(C=CC(=C1)F)C1=CC(=C2CNC(C2=C1)=O)C=1C(=NC=CC1)N1CCCC1 6-(2,4-difluorophenyl)-4-(2-(pyrrolidin-1-yl)pyridin-3-yl)isoindolin-1-one